N-(4-fluoro-5-(((2S,4R)-2-methyl-4-((5-morpholinopyrazin-2-yl)oxy)pyrrolidin-1-yl)methyl)thiazol-2-yl)acetamide FC=1N=C(SC1CN1[C@H](C[C@H](C1)OC1=NC=C(N=C1)N1CCOCC1)C)NC(C)=O